O=C1NC(CCC1N1C(C2=CC=C(C=C2C1)CNC(C(C1=C(C=C(C=C1)OC(C)C)F)(F)F)=O)=O)=O N-((2-(2,6-dioxopiperidin-3-yl)-1-oxoisoindolin-5-yl)methyl)-2,2-difluoro-2-(2-fluoro-4-isopropoxyphenyl)acetamide